FC=1C=C(C2=C(C(=C(O2)[C@H](C(F)(F)F)NC(=O)NC=2C=NC=C(C2)C2CS(CC2)(=O)=O)C)C1)F 1-((R)-1-(5,7-difluoro-3-methylbenzofuran-2-yl)-2,2,2-trifluoroethyl)-3-(5-(1,1-dioxidotetrahydrothiophen-3-yl)pyridin-3-yl)urea